C(CCCCCCCCCCCCCCCCCCCC(=O)OC)C(=O)OC dimethyl 1,20-eicosylenedicarboxylate